3-(7-bromo-2-(ethylthio)-8-fluoro-5-methylquinazolin-4-yl)-3,8-diazabicyclo[3.2.1]octane-8-carboxylate BrC1=CC(=C2C(=NC(=NC2=C1F)SCC)N1CC2CCC(C1)N2C(=O)[O-])C